N=1N(N=CC1)C=1C(=NC=CN1)C(C)NC(C1=CC(=CC(=C1)C(F)(F)F)OC(F)(F)F)=O N-[1-[3-(triazol-2-yl)pyrazin-2-yl]ethyl]-3-(trifluoromethoxy)-5-(trifluoromethyl)benzamide